O=C1NC(CCC1C1=CC=C(C=C1)N1C[C@@H](CC1)N(C(OC(C)(C)C)=O)CC=O)=O tert-Butyl N-[(3R)-1-[4-(2,6-dioxo-3-piperidyl)phenyl]pyrrolidin-3-yl]-N-(2-oxoethyl)Carbamate